C(C)N1CCN(CC1)C1=CC=C(C=C1)NC1=NC2=CC=CC=C2C=N1 2-((4-(4-ethylpiperazin-1-yl)phenyl)amino)quinazolin